CS(=O)(=NC1=CC=C(C=C1)CC1=NOC(=N1)C(F)(F)F)C1=CN=CS1 methyl(thiazol-5-yl)((4-((5-(trifluoromethyl)-1,2,4-oxadiazol-3-yl)methyl)phenyl)imino)-λ6-sulfanone